3-hexylnonyl 6-(4-(decyloxy)-4-oxobutyl)((2,3-dihydroxypropyl)amino)hexanoate C(CCCCCCCCC)OC(CCCCCCCC(C(=O)OCCC(CCCCCC)CCCCCC)NCC(CO)O)=O